ethyl 3-fluoro-5,6,7,8-tetrahydro-4H-pyrazolo[1,5-a][1,4]diazepine-2-carboxylate FC=1C(=NN2C1CNCCC2)C(=O)OCC